ClC=1C=NC=C(C1C=O)OC 3-CHLORO-5-METHOXYPYRIDINE-4-CARBOXALDEHYDE